2-(5-fluoro-3-(3-(4-(trifluoromethyl)phenyl)ureido)-1H-indole-1-carbonyl)benzyl-glycine FC=1C=C2C(=CN(C2=CC1)C(=O)C1=C(CNCC(=O)O)C=CC=C1)NC(=O)NC1=CC=C(C=C1)C(F)(F)F